C1(=CC=CC=C1)N1C(=NC2=C1C=CC=C2)C=2C=C(C=CC2)B(O)O (3-(1-phenyl-1H-benzimidazol-2-yl)phenyl)boronic acid